IRON GALLIUM [Ga].[Fe]